4-methoxyphenyl (E)-(1-(6-methyl-4,8-dioxo-1,3,6,2-dioxazaborocan-2-yl) hex-2-en-1-yl) sulfate S(=O)(=O)(OC1=CC=C(C=C1)OC)OC(\C=C\CCC)B1OC(CN(CC(O1)=O)C)=O